N1=C(C=NC=C1)N1CC(CCC1)N 1-pyrazin-2-ylpiperidin-3-amine